N-p-methoxybenzylideneamine COC1=CC=C(C=N)C=C1